4-aminobenzene-1,3-dicarboxylic acid NC1=C(C=C(C=C1)C(=O)O)C(=O)O